C(C)(C)ON(C1=CC=CC=C1)[N+](=O)[O-] isopropoxynitroaniline